N,N'-bis-Boc-S-methyl-isothiourea C(=O)(OC(C)(C)C)NC(SC)=NC(=O)OC(C)(C)C